N-(butyloxymethyl)methacrylamide C(CCC)OCNC(C(=C)C)=O